C[C@H]1N(CCOC1)C1=CC(=C2C(=N1)C(=NS2)C2=CC(=NN2C2OCCCC2)C)C2=NN(N=C2)C2OCCCC2 (3R)-3-methyl-4-{3-[3-methyl-1-(oxan-2-yl)-1H-pyrazol-5-yl]-7-[2-(oxan-2-yl)-2H-1,2,3-triazol-4-yl]-[1,2]thiazolo[4,5-b]pyridin-5-yl}morpholine